C12(CC3CC(CC(C1)C3)C2)C2=CC=C(C=C2)S(=O)(=O)NCCN(C)C 4-(adamantan-1-yl)-N-[2-(dimethylamino)ethyl]benzene-1-sulfonamide